C(C)C1(CCN(CC1)C1=NC=C(C=N1)F)C(=O)N1CCOC2=C(C1)C=NC=C2C#N 4-[4-ethyl-1-(5-fluoropyrimidin-2-yl)piperidine-4-carbonyl]-3,5-dihydro-2H-pyrido[3,4-f][1,4]oxazepine-9-carbonitrile